COC(C[C@@H](C=1C=C(C=CC1)C1=C(C=C(C=C1C)C)C)NC(C(CCC(C)C)N1C(C=C(C=C1)CCN(CCOCCOCCOCCO)C)=O)=O)=O (3S)-3-(2-(4-(14-hydroxy-3-methyl-6,9,12-trioxa-3-azatetradecyl)-2-oxopyridin-1(2H)-yl)-5-methylhexanoylamino)-3-(2',4',6'-trimethyl-[1,1'-biphenyl]-3-yl)propanoic acid methyl ester